4-(6-(2,6-difluoro-3,5-dimethoxyphenyl)-2-(methylthio)pyrido[3,4-d]pyrimidin-8-yl)morpholine FC1=C(C(=C(C=C1OC)OC)F)C1=CC2=C(N=C(N=C2)SC)C(=N1)N1CCOCC1